dibutyl-tin oxolaurate O=C(C(=O)[O-])CCCCCCCCCC.C(CCC)[Sn+2]CCCC.O=C(C(=O)[O-])CCCCCCCCCC